C(=C)C12CNCC(CC1)N2C(=O)OC(C)(C)C tert-butyl 1-vinyl-3,8-diazabicyclo[3.2.1]octan-8-carboxylate